COC(CC1CC(CCC1)CCCCC)=O 2-(3-pentylcyclohexyl)acetic acid methyl ester